[Cl-].[Na+3].[Cl-].[Cl-] sodium (III) chloride